BrC1=CC=C(C=C1)C1(COCC1)O 3-(4-bromophenyl)tetrahydrofuran-3-ol